ClC1=C(CN2C=CC3=CC=CC=C23)C=CC(=C1)F 1-(2-chloro-4-fluorobenzyl)-1H-indol